N-(1,5-dimethyl-1H-pyrazol-4-yl)-5-iodopyrimidin-2-amine CN1N=CC(=C1C)NC1=NC=C(C=N1)I